N'-(2-chloro-5-fluoro-4-hydroxy-phenyl)-4-[(5-hydroxy-2-adamantyl)amino]-6-(6-methoxy-3-pyridyl)pyrrolo[1,2-b]pyridazine-3-carboxamidine ClC1=C(C=C(C(=C1)O)F)N=C(N)C1=C(C=2N(N=C1)C=C(C2)C=2C=NC(=CC2)OC)NC2C1CC3CC(CC2C3)(C1)O